C(C=C)(=O)N1[C@@H](CCC1)C=1N(C(=C(N1)C1=CC=C(C=C1)C(NC1=NC=CC(=C1)F)=O)C(=O)N)N (S)-2-(1-acryloyl-pyrrolidin-2-yl)-1-amino-4-(4-((4-fluoropyridin-2-yl)carbamoyl)phenyl)-1H-imidazole-5-carboxamide